C(C)[C@@H]1CN(CC[C@H]1NC=1N=CC(=NC1CC1=CC=C(C=C1)F)C(=O)NC)C 5-((trans-3-ethyl-1-methylpiperidin-4-yl)amino)-6-(4-fluorobenzyl)-N-methylpyrazine-2-carboxamide